β-(1-Naphthyl)-alanine C1(=CC=CC2=CC=CC=C12)C[C@H](N)C(=O)O